CC(CCOC1=CC=C(C(=O)OC)C=C1)CCCC(C)C Methyl [4-(3,7-dimethyl-1-octyloxy)]benzoate